NC1=CC=C(C=N1)S(=O)(=O)NC1=C(N=CS1)C(=O)O 5-(6-aminopyridine-3-ylsulfonylamino)-1,3-thiazole-4-carboxylic acid